N-((1r,4r)-4-((5-(1-(2,2-difluoroethyl)-4-fluoro-2-methyl-1H-benzo[d]imidazol-6-yl)-7H-pyrrolo[2,3-d]pyrimidin-2-yl)amino)-1-methylcyclohexyl)acetamide FC(CN1C(=NC2=C1C=C(C=C2F)C2=CNC=1N=C(N=CC12)NC1CCC(CC1)(C)NC(C)=O)C)F